3-[[2-[4-bromo-3-fluoro-5-(hydroxymethyl)anilino]-5-chloro-pyrimidin-4-yl]amino]tetrahydropyran-4-carbonitrile BrC1=C(C=C(NC2=NC=C(C(=N2)NC2COCCC2C#N)Cl)C=C1CO)F